ClC1=C(C=O)C=CC(=C1F)C(F)(F)F 2-chloro-3-fluoro-4-(trifluoromethyl)benzaldehyde